CO[C@@H]1CO[C@H]2[C@@H]1OC[C@H]2OC=2N(C(C(=CN2)NCCCC2=CC=CC=C2)=O)CC(=O)OC(C)(C)C tert-butyl 2-(2-(((3R,3aR,6R,6aR)-6-methoxyhexahydrofuro[3,2-b]furan-3-yl)oxy)-6-oxo-5-((3-phenylpropyl)amino)pyrimidin-1(6H)-yl)acetate